(1S,5R)-6,6-difluoro-N-(7-methoxy-4-(1-methyl-3-phenyl-1H-pyrazol-4-yl)pyrido[3,2-d]pyrimidin-6-yl)-3-methyl-3-azabicyclo[3.1.0]hexane-1-carboxamide FC1([C@H]2CN(C[C@@]12C(=O)NC=1C(=CC=2N=CN=C(C2N1)C=1C(=NN(C1)C)C1=CC=CC=C1)OC)C)F